N-methyl-5-(4-((2-(3-methylureido)pyridin-4-yl)methyl)piperazin-1-yl)-6-(trifluoromethyl)picolinamide CNC(C1=NC(=C(C=C1)N1CCN(CC1)CC1=CC(=NC=C1)NC(=O)NC)C(F)(F)F)=O